5-(6-(4-((6-(difluoromethyl)pyridin-3-yl)oxy)piperidin-1-yl)pyridin-3-yl)-7-(2-hydroxy-2-methylpropoxy)imidazo[1,2-a]pyridine-3-carbonitrile FC(C1=CC=C(C=N1)OC1CCN(CC1)C1=CC=C(C=N1)C1=CC(=CC=2N1C(=CN2)C#N)OCC(C)(C)O)F